C1(=CC=CC=C1)C1=C(C2=C([Se]C3=C2C=CC=C3)C=C1)C1=C(C(=C(C=C1)C1=CC=CC=C1)C1=C(C=CC=C1)C1=CC=CC=C1)C1=NN=NC=C1 (phenyl)[(phenyl)(biphenylyl)triazinylphenyl]dibenzoselenophene